3-difluoromethyl-1-methyl-1H-pyrazole-4-carboxylic acid [2-(2,4,6-trichloro-3-pentafluoroethylphenyl)-1-methyl-ethyl]-methoxy-amide ClC1=C(C(=CC(=C1C(C(F)(F)F)(F)F)Cl)Cl)CC(C)N(C(=O)C=1C(=NN(C1)C)C(F)F)OC